(R)-3-(2-(difluoromethoxy)phenyl)-6-(2-(2-hydroxy-7-azaspiro[3.5]non-7-yl)pyrimidin-5-yl)-2,3-dihydropyrazolo[1,2-a]indazol-9(1H)-one FC(OC1=C(C=CC=C1)[C@H]1CCN2N1C=1C=C(C=CC1C2=O)C=2C=NC(=NC2)N2CCC1(CC(C1)O)CC2)F